5-{[(1E)-1-[(4-Phenoxyphenyl)methylidene]-1H-inden-3-yl]methyl}-1H-1,2,3,4-tetrazole O(C1=CC=CC=C1)C1=CC=C(C=C1)\C=C\1/C=C(C2=CC=CC=C12)CC1=NN=NN1